FC(C=1C=C(C=C(C1)C(F)(F)F)B(O)O)(F)F 3,5-bis-(trifluoromethyl)phenylboronic acid